ethyl 3-((4-(cyclohexyloxy)-6-(1H-pyrazol-1-yl)-1,3,5-triazin-2-yl)amino)propanoate C1(CCCCC1)OC1=NC(=NC(=N1)N1N=CC=C1)NCCC(=O)OCC